N1(CCOCC1)C1=NC(=NC(=N1)C=1SC(=CC1)CN1CCOCC1)C1=CC=C(C=C1)NC(=O)NCC1=NC=CN=C1 1-(4-(4-morpholinyl-6-(5-(morpholinylmethyl)thiophen-2-yl)-1,3,5-triazin-2-yl)phenyl)-3-(pyrazin-2-ylmethyl)urea